C1(=CC=CC=C1)C=1CCCC2=C(C1)C=CC=C2OCCCCCOC(C(=C)C)=O.NCCNCCCC[Si](OCC)(C)C N-(β-aminoethyl)-γ-aminopropyl-trimethyl-(ethoxy)silane 5-({8-phenyl-6,7-dihydro-5H-benzo[7]annulen-4-yl}oxy)pentyl-2-methylprop-2-enoate